O1CCN(CC1)C1=NC(=CC=2N1C=C(N2)C(=O)NC2COCC2)N/N=C/C=2C=C(C=CC2)C 5-morpholino-7-[(2E)-2-(m-tolylmethylene)hydrazino]-N-tetrahydrofuran-3-yl-imidazo[1,2-c]pyrimidine-2-carboxamide